(5S*)-5-((2,2-Difluoroethoxy)-methyl)-N-(4-fluoro-3-(trifluoromethyl)phenyl)-5,6,9,10-tetrahydro-4H-isoxazolo[3,4-c]pyrido-[4',3':3,4]pyrazolo[1,5-a]azepine-11(12H)-carboxamide FC(COC[C@H]1CC=2C(C=3N(C1)N=C1C3CN(CC1)C(=O)NC1=CC(=C(C=C1)F)C(F)(F)F)=NOC2)F |o1:5|